C1(C=CC=C1)[Ti](C1=C(C(=CC=C1F)NC(=O)OCC)F)(C1=C(C(=CC=C1F)NC(=O)OCC)F)C1C=CC=C1 Bis(cyclopentadienyl)bis[2,6-difluoro-3-(ethoxycarbonylamino)phenyl]titanium